3-[[6-[[5-(trifluoromethyl)-3-pyridyl]amino]-1,3-benzothiazol-2-yl]carbamoyl]bicyclo[2.2.1]hept-5-ene-2-carboxylic acid FC(C=1C=C(C=NC1)NC1=CC2=C(N=C(S2)NC(=O)C2C(C3C=CC2C3)C(=O)O)C=C1)(F)F